3-cyclopropyl-N-(2-fluoro-2-methylpropyl)-7-(pyridin-3-ylamino)-8,9-dihydro-7H-cyclopenta[H]isoquinoline-5-sulfonamide C1(CC1)C=1N=CC=2C3=C(C=C(C2C1)S(=O)(=O)NCC(C)(C)F)C(CC3)NC=3C=NC=CC3